4-(2-(6-((6-Methoxypyridin-3-yl)methyl)-3,6-diazabicyclo[3.1.1]hept-3-yl)pyrimidin-5-yl)-6-(2-morpholinylethoxy)pyrazolo[1,5-a]pyridine-3-carbonitrile COC1=CC=C(C=N1)CN1C2CN(CC1C2)C2=NC=C(C=N2)C=2C=1N(C=C(C2)OCCN2CCOCC2)N=CC1C#N